tert-Butyl 4-bromo-3-chlorobenzyl(4-((2-((8-carbamoylbenzo[c][2,6]naphthyridin-5-yl)amino)ethyl)amino)butyl)carbamate BrC1=C(C=C(CN(C(OC(C)(C)C)=O)CCCCNCCNC2=NC3=C(C4=CN=CC=C24)C=CC(=C3)C(N)=O)C=C1)Cl